6-chloro-N4-(2-(4-methylpiperazin-1-yl)-5-nitrophenyl)pyrimidine-2,4-diamine ClC1=CC(=NC(=N1)N)NC1=C(C=CC(=C1)[N+](=O)[O-])N1CCN(CC1)C